C1(=CC=CC=C1)C1=NC(=CC(=N1)C=1C=C(C=C(C1)N1C2=CC=C(C=C2C=2C=C(C=CC12)C1=CC=CC=C1)C1=CC=CC=C1)N1C2=CC=C(C=C2C=2C=C(C=CC12)C1=CC=CC=C1)C1=CC=CC=C1)C1=CC=CC=C1 9,9'-(5-(2,6-diphenylpyrimidin-4-yl)-1,3-phenylene)bis(3,6-diphenyl-9H-carbazole)